CN(C=1C=C(C=CC1C)NC(=O)NCC=1SC=C2C1CN(C2=O)C2C(NC(CC2)=O)=O)C 1-(3-(dimethylamino)-4-methylphenyl)-3-((5-(2,6-dioxopiperidin-3-yl)-4-oxo-5,6-dihydro-4H-thieno[3,4-c]pyrrol-1-yl)methyl)urea